N-(5-fluoro-2-nitrophenyl)-N-methylmethanesulfonamide FC=1C=CC(=C(C1)N(S(=O)(=O)C)C)[N+](=O)[O-]